ClC1=C(C=CC=C1)S(=O)(=O)NC12CC3(CC(CC(C1)C3)(C2)C)C 2-chloro-N-(3,5-dimethyltricyclo[3.3.1.13,7]dec-1-yl)benzenesulfonamide